((2S,4S)-2,4-dimethylazetidin-1-yl)((6aS,9R)-7-methyl-4,6,6a,7,8,9-hexahydroindolo[4,3-fg]quinolin-9-yl)methanone C[C@@H]1N([C@H](C1)C)C(=O)[C@H]1CN([C@H]2CC=3C4=C(C2=C1)C=CC=C4NC3)C